CN1C(=O)C=C(S1)Cl 5-chloro-2-methyl-3(2H)-isothiazolinone